1-ALLYLCYCLOHEXANECARBALDEHYDE C(C=C)C1(CCCCC1)C=O